[Cl-].CC(CC(=O)OC(C(=O)OC1[N+]2(CCC1)C1CCCC2CC1)(C1=CC=CC=C1)C1=CC=CC=C1)C (2-((3-methylbutanoyl)oxy)-2,2-diphenylacetoxy)spiro[bicyclo[3.2.1]octane-8,1'-pyrrolidin]-8-ium chloride